3-(2-methoxyethylamino)-4-nitro-benzonitrile COCCNC=1C=C(C#N)C=CC1[N+](=O)[O-]